ClC1=C(C(=O)O)C=CC(=C1SC)OC(F)F 2-chloro-4-(difluoromethoxy)-3-(methylthio)benzoic acid